butan-1-yl(norleucine) C(CCC)N[C@@H](CCCC)C(=O)O